C(C)(C)OC1=NC=2N(C=C1C(=O)NC=1C(N(C=CC1)[C@H]1[C@@H](C1)C)=O)C=C(N2)C21COC(C2)(C1)C |r| (rac)-trans-7-isopropoxy-2-(1-methyl-2-oxabicyclo[2.1.1]hexan-4-yl)-N-(1-(2-methylcyclopropyl)-2-oxo-1,2-dihydropyridin-3-yl)imidazo[1,2-a]pyrimidine-6-carboxamide